(R)-4-(6-(1H-indol-4-yl)-1-(methylsulfonyl)-1H-pyrrolo[2,3-b]pyridin-4-yl)-3-Methylmorpholine N1C=CC2=C(C=CC=C12)C1=CC(=C2C(=N1)N(C=C2)S(=O)(=O)C)N2[C@@H](COCC2)C